C1OCCN2[C@@H]1CN(CC2)C=2C=CC1=C(C2C)OC(C=2CNCCC21)=O (R)-8-(hexahydropyrazino[2,1-c][1,4]oxazin-8(1H)-yl)-7-methyl-1,2,3,4-tetrahydro-5H-chromeno[3,4-c]pyridin-5-one